FC=1C(=NC=C(C1)NC(CN1N=C(C=C1C)C(F)(F)F)=O)N1C=NC(=C1)C(C(=O)OCC)(C)C ethyl 2-(1-(3-fluoro-5-(2-(5-methyl-3-(trifluoromethyl)-1H-pyrazol-1-yl)acetamido)pyridin-2-yl)-1H-imidazol-4-yl)-2-methylpropanoate